4-chloro-5,6-dihydropyrrolo[3,4-b]Pyridin-7-one ClC1=C2C(=NC=C1)C(NC2)=O